C1CCCC=2C3=CC(=CC=C3NC12)C(=O)C1C(CCCC1=O)=O 2-(2,3,4,9-tetrahydro-1H-carbazole-6-carbonyl)cyclohexane-1,3-dione